4-aminobutyldimethylmethoxysilane NCCCC[Si](OC)(C)C